COC=1C=C2C(=CC=NC2=CC1OC)N1CCC(CC1)C1(CC1)CN (1-(1-(6,7-dimethoxyquinolin-4-yl)piperidin-4-yl)cyclopropyl)methanamine